(S)-3-Fluoro-2-((R)-3-methylmorpholin-4-yl)-8-trifluoromethyl-9-(3-trifluoromethyl-[1,2,4]oxadiazol-5-yl-methyl)-6,7,8,9-tetrahydro-pyrimido[1,2-a]-pyrimidin-4-one FC1=C(N=C2N(C1=O)CC[C@H](N2CC2=NC(=NO2)C(F)(F)F)C(F)(F)F)N2[C@@H](COCC2)C